F[C@H]1[C@H](C1)C(=O)NC1=NC=NC(=C1)C=1C(=NC=CC1)NC=1C=NC(=CC1C)C(CC)=O (1R,2R)-2-fluoro-N-(6-(2-((4-methyl-6-propionylpyridin-3-yl)amino)pyridin-3-yl)pyrimidin-4-yl)cyclopropane-1-carboxamide